isobutyl dodecyl phosphate P(=O)(OCC(C)C)(OCCCCCCCCCCCC)[O-]